FC=1C=C(C=CC1)C1=NOC(=C1)CC=1OC=C(N1)C(=O)OCC ethyl 2-((3-(3-fluorophenyl)isoxazol-5-yl)methyl)oxazole-4-carboxylate